4-[4-[[8-benzyl-6-(4-hydroxyphenyl)-3-oxo-7H-imidazo[1,2-a]pyrazin-2-yl]methyl]phenoxy]butanoic acid C(C1=CC=CC=C1)C1=C2N(C=C(N1)C1=CC=C(C=C1)O)C(C(=N2)CC2=CC=C(OCCCC(=O)O)C=C2)=O